FC1(C(N(C2=C(O1)C=C(C(=C2)C2=C(C(=C(C(=C2F)F)F)F)F)F)CC=2C=C(C(=O)OC)C=CC2)=O)F methyl 3-((2,2,7-trifluoro-3-oxo-6-(perfluorophenyl)-2,3-dihydro-4H-benzo[b][1,4]oxazin-4-yl)methyl)benzoate